ClC=1C=NN(C1C(=O)NC1=NC=C(C=C1F)C#CC1=CC=CC=C1)[C@@H]1C[C@@H](C1)NC(C(C)C)=O 4-chloro-N-(3-fluoro-5-(phenylethynyl)pyridin-2-yl)-1-(cis-3-isobutyramidocyclobutyl)-1H-pyrazole-5-carboxamide